N-(5-(4-((2R,6S)-2,6-dimethylpiperazin-1-yl)quinazoline-6-yl)-2-methoxypyridin-3-yl)-2-fluorobenzenesulfonamide trifluoroacetate FC(C(=O)O)(F)F.C[C@H]1N([C@H](CNC1)C)C1=NC=NC2=CC=C(C=C12)C=1C=C(C(=NC1)OC)NS(=O)(=O)C1=C(C=CC=C1)F